BrCCOCCBr di(2-bromoethyl) ether